4-[(2R)-3-(3,4-dihydro-1H-isoquinolin-2-yl)-2-hydroxypropyl]-8-[(1-methyl-3-piperidinyl)oxy]-2,3-dihydro-1,4-benzoxazepin C1N(CCC2=CC=CC=C12)C[C@H](CN1CCOC2=C(C1)C=CC(=C2)OC2CN(CCC2)C)O